C(=O)O.C(C)OC1=NC=CC=C1C1=NC(=C(C=C1)N1[C@@H](C[C@@H](C1)OCC1=C(C=C(C=C1)F)C(F)(F)F)C)C(=O)N[C@H]1CNCC1 2'-ethoxy-5-((2R,4S)-4-((4-fluoro-2-(trifluoromethyl)benzyl)oxy)-2-methylpyrrolidin-1-yl)-N-((R)-pyrrolidin-3-yl)-[2,3'-bipyridine]-6-carboxamide formate